N-(2-methoxy-6-methyl-5,6,7,8-tetrahydro-1,6-naphthyridin-3-yl)-8-(tetrahydro-2H-pyran-4-yl)quinazolin-2-amine COC1=NC=2CCN(CC2C=C1NC1=NC2=C(C=CC=C2C=N1)C1CCOCC1)C